CC=1C(=NC(=NC1)N)OCC(F)(F)F Methyl-4-(2,2,2-trifluoroethoxy)pyrimidin-2-amine